C(C)(C)(C)OC(=O)N1C(C(C2=CC=CC(=C12)NCC1CC1)(C)C)=O 7-((cyclopropylmethyl)amino)-3,3-dimethyl-2-oxoindoline-1-carboxylic acid tert-butyl ester